4-(trifluoromethylsulfanyl)benzoic acid FC(F)(F)SC1=CC=C(C(=O)O)C=C1